C1(=CC=CC=C1)C1=CC=2C=CC=CC2C=2C3=C(OC21)C(=CC=C3)C3=CC=C(C=C3)N(C3=CC=C(C=C3)C3=CC=C(C=C3)C3=CC=CC=C3)C3=CC=C(C=C3)C3=CC=CC2=C3OC3=C2C=2C=CC=CC2C=C3C3=CC=CC=C3 N,N-bis[4-(6-phenylbenzo[b]naphtho[1,2-d]furan-8-yl)phenyl]-4-amino-p-terphenyl